O=C(CC(C)SCC(=O)OCC(CCCC)CC)CCCC (±)-2-ethylhexyl 2-((4-oxooctan-2-yl)thio)acetate